2-(pyridin-3-yl)-3,4,5,6-tetrakis(9H-pyrido[3,4-b]indol-9-yl)benzonitrile N1=CC(=CC=C1)C1=C(C#N)C(=C(C(=C1N1C2=C(C3=CC=CC=C13)C=CN=C2)N2C1=C(C3=CC=CC=C23)C=CN=C1)N1C2=C(C3=CC=CC=C13)C=CN=C2)N2C1=C(C3=CC=CC=C23)C=CN=C1